(S)-N-(4-(4-amino-1-methyl-7-(3-methylpyridin-4-yl)-1H-pyrazolo[4,3-c]pyridin-3-yl)-2-(1-(4-fluorophenyl)ethoxy)phenyl)-1,1-difluoromethanesulfonamide NC1=NC=C(C2=C1C(=NN2C)C2=CC(=C(C=C2)NS(=O)(=O)C(F)F)O[C@@H](C)C2=CC=C(C=C2)F)C2=C(C=NC=C2)C